ClC1=C(N=C(NC1=O)C1=CC(=NC=C1)F)N1CC(CC1)C1CCOCC1 5-chloro-2-(2-fluoro-4-pyridinyl)-4-(3-tetrahydropyran-4-ylpyrrolidin-1-yl)-1H-pyrimidin-6-one